2-chloro-6-(4,6-dimethoxypyrimidin-2-yl)benzoic acid ClC1=C(C(=O)O)C(=CC=C1)C1=NC(=CC(=N1)OC)OC